rac-(3aR,6aS)-hexahydro-1H-furo[3,4-b]pyrrole N1[C@H]2[C@@H](CC1)COC2 |r|